C(C(C)C)OC1=C(OC=CC1)C(=O)O ISOBUTOXY-4H-PYRAN-2-CARBOXYLIC ACID